1-methyl-4-oxo-1,4-dihydroquinoline-3-sulfonyl chloride CN1C=C(C(C2=CC=CC=C12)=O)S(=O)(=O)Cl